C(C1=CC=C(C(=O)O)C=C1)(=O)O.C(CCCC)(O)O pentanediol terephthalate